C(C1=CC=CC=C1)COC=1C=C2CCC(CC2=C(C1Br)F)CC(=O)N=[N+]=[N-] [6-(Benzylmethoxy)-7-bromo-8-fluoro-1,2,3,4-tetrahydronaphthalen-2-yl]acetyl azide